BrC=1C(=C2N=CC=NC2=CC1)F 6-bromo-5-fluoro-quinoxaline